C1(=CCCC1)C1=CC=C(C(=N1)NC=1C=CC(=NC1)N)[N+](=O)[O-] N5-(6-(cyclopent-1-en-1-yl)-3-nitropyridin-2-yl)pyridine-2,5-diamine